C(C)(C)(C)OC(=O)N1CCC1C(=O)O 1-(tert-butoxycarbonyl)azetidine-4-carboxylic acid